N-[4-(3-cyanophenyl)-5-[2-(1-hydroxy-1-methyl-ethyl)-6-methyl-4-pyridinyl]thiazol-2-yl]-6-oxa-2-azaspiro[3.4]octane-2-carboxamide C(#N)C=1C=C(C=CC1)C=1N=C(SC1C1=CC(=NC(=C1)C)C(C)(C)O)NC(=O)N1CC2(C1)COCC2